2-(3,3-dimethylpiperazin-1-yl)-N-(5-(2,4,6-trifluorophenoxy)pyrazin-2-yl)propanamide CC1(CN(CCN1)C(C(=O)NC1=NC=C(N=C1)OC1=C(C=C(C=C1F)F)F)C)C